fluoro-2-methylbenzenesulfonyl chloride FC=1C(=C(C=CC1)S(=O)(=O)Cl)C